C12CN(CC2C1)C1=CC=C(C=N1)[C@@H]1N(C[C@H](C1)O[Si](C)(C)C(C)(C)C)C(=O)OC(C)(C)C tert-butyl (2R,4S)-2-(6-(3-azabicyclo[3.1.0]hexan-3-yl)pyridin-3-yl)-4-((tert-butyldimethylsilyl)oxy)pyrrolidine-1-carboxylate